1-((tetrahydro-2H-pyran-4-carbonyl)oxy)ethyl (6aR,9R)-5-bromo-9-(diethylcarbamoyl)-7-methyl-6a,7,8,9-tetrahydroindolo[4,3-fg]quinoline-4(6H)-carboxylate BrC=1N(C2=CC=CC=3C4=C[C@H](CN([C@@H]4CC1C32)C)C(N(CC)CC)=O)C(=O)OC(C)OC(=O)C3CCOCC3